6-[4-(diethylamino)-1-piperidyl]-2-[(2R)-3-(3,4-dihydro-1H-isoquinolin-2-yl)-2-hydroxypropyl]-4,4-dimethyl-3H-isoquinolin-1-one C(C)N(C1CCN(CC1)C=1C=C2C(CN(C(C2=CC1)=O)C[C@@H](CN1CC2=CC=CC=C2CC1)O)(C)C)CC